S1N=C(C2=C1C=CC=C2)N2CCN(C1CCC21)CC[C@@H]2CC[C@H](CC2)N trans-4-(2-(5-(benzo[d]isothiazol-3-yl)-2,5-diazabicyclo[4.2.0]octane-2-yl)ethyl)cyclohexan-1-amine